N-(4-methoxyphenyl)sulfonyl-N-[2-[(E)-2-(1-oxidopyridin-1-ium-4-yl)ethenyl]phenyl]acetamide COC1=CC=C(C=C1)S(=O)(=O)N(C(C)=O)C1=C(C=CC=C1)\C=C\C1=CC=[N+](C=C1)[O-]